ClC=1C=C(C=CC1)C1(COC1)C[N+](=O)[O-] 3-(3-chlorophenyl)-3-(nitromethyl)oxetane